C1(CC1)CN1C=CC2=NN(C(C(=C21)C=2C=NC(=CC2)C)=O)C2=CC=C(C=C2)OC([2H])([2H])[2H] 5-(cyclopropylmethyl)-2-(4-(methoxy-d3)phenyl)-4-(6-methylpyridin-3-yl)-2,5-dihydro-3H-pyrrolo[3,2-c]pyridazin-3-one